mono-methylamine CN